CN(C1=CC=C(\C=C/2\C(N(C(C2)=O)CCCCCCC(=O)OCC)=O)C=C1)C ethyl (E)-7-(3-(4-dimethylaminobenzylidene)-2,5-dioxopyrrolidinyl)heptanoate